2-[4-fluoro-2-(trifluoromethyl)phenyl]sulfonyl-2,6-diazaspiro[3.3]heptane FC1=CC(=C(C=C1)S(=O)(=O)N1CC2(C1)CNC2)C(F)(F)F